N[C@H]1CC[C@H](CC1)C1(CN(C(=O)N)C)CC(=CC=C1)OC(CCC)CCC 1-(4-amino-cis-cyclohexyl)-3-(4-heptyloxy)benzyl-1-methylurea